1,3-dibromo-5-octyloxybenzene BrC1=CC(=CC(=C1)OCCCCCCCC)Br